Methyl (E)-2-hydroxy-5-(5-(3-(4-(hydroxymethyl)phenyl)-3-oxoprop-1-en-1-yl)furan-2-yl)benzoate OC1=C(C(=O)OC)C=C(C=C1)C=1OC(=CC1)\C=C\C(=O)C1=CC=C(C=C1)CO